BrC=1C=C2C(=NC1)NC=C2F 5-bromo-3-fluoro-1H-pyrrolo[2,3-b]Pyridine